(R,Z)-4-(1-(4-((6-chloro-7-methyl-1H-indol-3-yl)methylene)-2,5-dioxoimidazolidin-1-yl)-2-hydroxyethyl)benzonitrile ClC1=CC=C2C(=CNC2=C1C)\C=C\1/NC(N(C1=O)[C@@H](CO)C1=CC=C(C#N)C=C1)=O